C(C)C=1C=C(C(=O)N)C=CC1 3-ethylbenzamide